S1N=CC2=C1C=CC=C2 benzo[d]isothiazolin